2'-(dicyclohexylphosphino)-2,6-dimethoxybiphenyl-3-sulfonic acid sodium salt [Na+].C1(CCCCC1)P(C1=C(C=CC=C1)C1=C(C(=CC=C1OC)S(=O)(=O)[O-])OC)C1CCCCC1